4-(1-(cyclobutylmethyl)-2-methyl-4-nitro-1H-benzo[d]imidazol-6-yl)-3,5-dimethylisoxazole C1(CCC1)CN1C(=NC2=C1C=C(C=C2[N+](=O)[O-])C=2C(=NOC2C)C)C